(3r,5r,7r)-N-(3-(3,5-dimethoxyphenyl)-7-(pentylamino)-1,8-naphthyridin-2-yl)adamantane-1-carboxamide COC=1C=C(C=C(C1)OC)C=1C(=NC2=NC(=CC=C2C1)NCCCCC)NC(=O)C12CC3CC(CC(C1)C3)C2